4-(Oxetan-3-ylamino)phenethylcarbamic acid tert-butyl ester C(C)(C)(C)OC(NCCC1=CC=C(C=C1)NC1COC1)=O